C(C)N1C(C=2N=CC(=C(C3=CN4C(C(OCCCC[C@@H](NC1=O)C(F)(F)F)=N3)=NC=N4)C2)OC)C(F)(F)F (16R)-13-ethyl-8-methoxy-12,16-bis(trifluoromethyl)-12,13,15,16,17,18,19,20-octahydro-14H-6,22-(azeno)-11,7-(metheno)[1,2,4]triazolo[5,1-c][1,4,10,13,15]oxatetra-azacycloicosin-14-one